2-(4-chloro-3-fluorophenoxy)-N-[3-(5-{[(6-methoxy-5-methylpyridin-3-yl)oxy]methyl}-1,3,4-oxadiazol-2-yl)bicyclo[1.1.1]pentan-1-yl]acetamide ClC1=C(C=C(OCC(=O)NC23CC(C2)(C3)C=3OC(=NN3)COC=3C=NC(=C(C3)C)OC)C=C1)F